O=C1N(C(CC1)=O)OC(CC1=CC=C(C=C1)C=1N=NC(=NN1)C)=O 2-(4-(6-methyl-1,2,4,5-tetrazin-3-yl)phenyl)acetic acid 2,5-dioxopyrrolidin-1-yl ester